methyl 7-fluoro-1-[1-(oxan-4-yl)pyrazolo[4,3-c]pyridin-3-yl]-3,4-dihydro-2H-quinoline-4-carboxylate FC1=CC=C2C(CCN(C2=C1)C1=NN(C2=C1C=NC=C2)C2CCOCC2)C(=O)OC